CN1C(CC(CC1(C)C)OC(CCCCCCCCCCCCCCCCCCCCC)=O)(C)C.ClC=1C=C2C(=NC1)NC=C2C(C2=C(C(=CC=C2F)NS(N(C)CCCF)(=O)=O)F)=O 5-chloro-3-[2,6-difluoro-3-[[3-fluoropropyl(methyl)sulfamoyl]amino]benzoyl]-1H-pyrrolo[2,3-b]pyridine 1,2,2,6,6-pentamethylpiperidine-4-yl-docosanoate